C(C(O)O)(O)O ethane-1,1,2,2-tetrol